[(E)-[amino-[3-[2-(1,3-benzothiazol-2-yl)-2-[[3-[(2-methoxyacetyl)amino]phenyl]sulfonylamino]ethyl]phenyl]methylene]amino] acetate C(C)(=O)O/N=C(\C1=CC(=CC=C1)CC(NS(=O)(=O)C1=CC(=CC=C1)NC(COC)=O)C=1SC2=C(N1)C=CC=C2)/N